FC1=C(C=C(C=C1)OC=1C(=C2C=CNC2=CC1F)CCF)C=1NC(=CN1)C(C)(O)C=1C=C(C=CC1)CCC(=O)O 3-(3-(1-(2-(2-fluoro-5-((6-fluoro-4-(2-fluoroethyl)-1H-indol-5-yl)oxy)phenyl)-1H-imidazol-5-yl)-1-hydroxyethyl)phenyl)propanoic acid